(S)-3,3'-bis(1-pyrenyl)-1,1'-binaphthol phosphate P(=O)(O)(O)OC=1C(=C2C=CC=CC2=CC1C1=CC=C2C=CC3=CC=CC4=CC=C1C2=C34)C3=CC(=CC4=CC=CC=C34)C3=CC=C4C=CC2=CC=CC1=CC=C3C4=C21